L-tartaric acid di-tert-butyl ester C(C)(C)(C)OC([C@H](O)[C@@H](O)C(=O)OC(C)(C)C)=O